2-(6-amino-4-(2-(furan-2-carbonyl)hydrazino)-1H-pyrazolo[3,4-d]pyrimidin-1-yl)-2-(4-methoxyphenyl)propionic acid methyl ester COC(C(C)(C1=CC=C(C=C1)OC)N1N=CC=2C1=NC(=NC2NNC(=O)C=2OC=CC2)N)=O